(S)-2-amino-4,4-difluorobut-3-ene-1-ol N[C@H](CO)C=C(F)F